C(C1=CC=CC=C1)N1CCC=2C(=C(C(=NC2C1)Cl)C#N)N1CCN(CC1)C(=O)OC(C)(C)C tert-butyl 4-(7-benzyl-2-chloro-3-cyano-5,6,7,8-tetrahydro-1,7-naphthyridin-4-yl)piperazine-1-carboxylate